C(C(=C)C)(=O)OCC1CC(CC1)C 3-methyl-1-cyclopentylmethyl methacrylate